COC(\C=C\CNC)=O.N1(CCNCC1)C(=O)C1=CC=C(C=C1)C=1C=NC=C(C(=O)NC2=C(C=CC=C2)N)C1 5-(4-(piperazine-1-carbonyl)phenyl)-N-(2-aminophenyl)nicotinamide (E)-methyl-4-(methylamino)but-2-enoate